(R)-7-((S)-1-(4-fluorophenyl)-1,2,3,4-tetrahydroisoquinoline-2-carbonyl)-1,4-oxaazepan-4-carboxylic acid tert-butyl ester C(C)(C)(C)OC(=O)N1CCO[C@H](CC1)C(=O)N1[C@H](C2=CC=CC=C2CC1)C1=CC=C(C=C1)F